N-[1-[[2-chloro-5-[2-[3-(hydroxymethyl)azetidin-1-yl]-4-pyridyl]phenyl]methyl]-2-[4-(3-methylimidazol-4-yl)anilino]-2-oxo-ethyl]-2-methyl-pyrazole-3-carboxamide ClC1=C(C=C(C=C1)C1=CC(=NC=C1)N1CC(C1)CO)CC(C(=O)NC1=CC=C(C=C1)C=1N(C=NC1)C)NC(=O)C=1N(N=CC1)C